(2-(methyl-sulfonamido)-4-(trifluoromethyl)phenyl)boronic acid CS(=O)(=O)NC1=C(C=CC(=C1)C(F)(F)F)B(O)O